5-(2-iodoacetylaminoethyl)aminonaphthalene ICC(=O)NCCNC1=C2C=CC=CC2=CC=C1